ClC1=CC2=C(N(C(N=C2N2[C@H](CN(CC2)C(C=C)=O)C)=O)C=2C(=NC=CC2C)C(C)C)N=C1C1=C(C=CC(=C1)C(F)(F)F)F (M)-6-chloro-7-(2-fluoro-5-(trifluoromethyl)phenyl)-1-(4-methyl-2-(2-propanyl)-3-pyridinyl)-4-((2S)-2-methyl-4-(2-propenoyl)-1-piperazinyl)pyrido[2,3-d]pyrimidin-2(1H)-one